methyl 3-((3-methoxy-3-oxopropyl) (methyl) amino)-3-oxopropionate COC(CCN(C(CC(=O)OC)=O)C)=O